N1(C=NC=C1)CCOC1=CC=C(C=N1)C1=NC=CC=C1 6'-(2-(1H-imidazol-1-yl)ethoxy)-2,3'-bipyridine